picolinium bromide [Br-].[NH+]1=C(C=CC=C1)C